ClC=1C=C2C=CNC2=C(C1F)F 5-chloro-6,7-difluoro-1H-indol